C1NCC12CC(C2)C2=CC=C(C=C2)C=2C=C(N=NC2N)C2=C(C=CC=C2)O 2-(5-(4-(2-azaspiro[3.3]heptan-6-yl)phenyl)-6-aminopyridazin-3-yl)phenol